Morpholine trifluoroacetate salt FC(C(=O)O)(F)F.N1CCOCC1